tert-butyl 3-((1-(2,6-bis(benzyloxy)pyridin-3-yl)-3-methyl-2-oxo-2,3-dihydro-1H-benzo[d]imidazol-4-yl)oxy)azetidine-1-carboxylate C(C1=CC=CC=C1)OC1=NC(=CC=C1N1C(N(C2=C1C=CC=C2OC2CN(C2)C(=O)OC(C)(C)C)C)=O)OCC2=CC=CC=C2